4-(1H-benzimidazol-2-yl)benzaldehyde N1C(=NC2=C1C=CC=C2)C2=CC=C(C=O)C=C2